2-ethyl-5,11-dioxo-6,12-bis(propionyloxy)naphthonaphthalene C(C)C=1C=CC2=C3C(C(C(=C2C1)OC(CC)=O)=O)=C1C=CC=CC1=C(C3=O)OC(CC)=O